N-((2S,3R)-4-(4-(8-chloro-5,6-dihydro-11H-benzo[5,6]cyclohepta[1,2-b]pyridin-11-ylidene)piperidin-1-yl)-3-hydroxy-1-phenylbutan-2-yl)-2-phenyl-5-(trifluoro-methyl)oxazole-4-carboxamide ClC=1C=CC2=C(CCC=3C(=NC=CC3)C2=C2CCN(CC2)C[C@H]([C@H](CC2=CC=CC=C2)NC(=O)C=2N=C(OC2C(F)(F)F)C2=CC=CC=C2)O)C1